O1-methyl-bicyclo[1.1.1]pentane-1,3-dicarboxylic acid COC(=O)C12CC(C1)(C2)C(=O)O